C(#N)C1CC1 1-cyanocyclopropane